C(CCCCCCCCCCCCCCCCC)OCCOCCO diethylene glycol monostearyl ether